N-[(5-methylfuran-2-yl)methyl]-3-({5-[4-(trifluoromethyl)phenyl]pyrimidin-2-yl}amino)benzamide CC1=CC=C(O1)CNC(C1=CC(=CC=C1)NC1=NC=C(C=N1)C1=CC=C(C=C1)C(F)(F)F)=O